4,6-dimethyl-3-nitropyridin-2(1H)-one CC1=C(C(NC(=C1)C)=O)[N+](=O)[O-]